ClC=1C=CC(=C(C1)C1=CC(=C(N=N1)N(CCC(C(F)(F)F)O)C)C(=O)OC(C)(C)C)F tert-butyl 6-(5-chloro-2-fluorophenyl)-3-[methyl (4,4,4-trifluoro-3-hydroxybutyl)amino]pyridazine-4-carboxylate